Tert-butyl 4-(6-((5-cyanothiophen-2-yl)methoxy)pyridin-2-yl)piperidine-1-carboxylate C(#N)C1=CC=C(S1)COC1=CC=CC(=N1)C1CCN(CC1)C(=O)OC(C)(C)C